FC(OC1=C(C(=C(C=C1)C1=CN=C(N1C)C(=O)NC1=CC(=C(C(=O)NCCCNC(=O)C2CCNCC2)C=C1)CC)F)F)F N-[3-[[4-[[5-[4-(difluoromethoxy)-2,3-difluoro-phenyl]-1-methyl-imidazole-2-carbonyl]amino]-2-ethyl-benzoyl]amino]propyl]piperidine-4-carboxamide